FC1([C@@H](N2C(C=3N(N([C@@H](C1)C)C2)C=C(C(C3O)=O)C(=O)NCC3=C(C=C(C=C3F)F)F)=O)C)F (1S,2R,5S)-4,4-difluoro-8-hydroxy-2,5-dimethyl-7,9-dioxo-N-(2,4,6-trifluorobenzyl)-2,3,4,5,7,9-hexahydro-1,6-methanopyrido[1,2-b][1,2,5]triazonine-10-carboxamide